(R)-3-bromophenyl ethylene oxide BrC=1C=C(C=CC1)[C@@H]1CO1